2-((2,6-bis(bis(2-methoxyethyl)amino)-8-(4-methoxypiperidin-1-yl)pyrimido[5,4-d]pyrimidin-4-yl)(methyl)amino)ethanol COCCN(C=1N=C(C2=C(N1)C(=NC(=N2)N(CCOC)CCOC)N2CCC(CC2)OC)N(CCO)C)CCOC